[4-(6-Amino-pyridazin-3-yl)-piperidin-1-yl]-[5-(3-fluoro-4-trifluoromethyl-phenyl)-4-methoxy-pyridin-2-yl]-methanone NC1=CC=C(N=N1)C1CCN(CC1)C(=O)C1=NC=C(C(=C1)OC)C1=CC(=C(C=C1)C(F)(F)F)F